FC1=C(C=CC=C1)C1=NC(=NC(=N1)NC1=CC(=NC=C1)F)NC1C2COCC12 (2-Fluoro-phenyl)-N-(2-fluoro-pyridin-4-yl)-N'-(3-oxa-bicyclo[3.1.0]hex-6-yl)-[1,3,5]triazine-2,4-diamine